C1(CC1)[C@H]1N(CC[C@H](C1)N1N=NC(=C1C)C(=O)OCC)C(=O)OC(C)(C)C |r| tert-Butyl (2SR,4RS)-2-cyclopropyl-4-(4-ethoxycarbonyl-5-methyl-triazol-1-yl)piperidine-1-carboxylate